NC1=NN2C(N=CC(=C2)F)=C1C(=O)NC=1C=NC=CC1C=1C(=NC(=CC1)F)C 2-amino-6-fluoro-N-(6-fluoro-2-methyl-[3,4'-bipyridin]-3'-yl)pyrazolo[1,5-a]pyrimidine-3-carboxamide